(2R)-2-[6-(5-chloro-2-{[trans-4-methoxycyclohexyl]amino}pyrimidin-4-yl)-1-oxo-2,3-dihydro-1H-isoindol-2-yl]-N-[(1S)-1-(3-fluoro-5-methoxyphenyl)-2-hydroxyethyl]propionamide ClC=1C(=NC(=NC1)N[C@@H]1CC[C@H](CC1)OC)C1=CC=C2CN(C(C2=C1)=O)[C@@H](C(=O)N[C@H](CO)C1=CC(=CC(=C1)OC)F)C